N-[(1R,3S)-3-(6,7-dimethoxy-[1,2,4]triazolo[4,3-a]pyridin-3-yl)cyclohexyl]-4-(oxetan-3-yloxy)-5-(trifluoromethyl)pyrimidin-2-amine COC=1C(=CC=2N(C1)C(=NN2)[C@@H]2C[C@@H](CCC2)NC2=NC=C(C(=N2)OC2COC2)C(F)(F)F)OC